N1(N=CN=C1)CC1=CC=C(C=C1)C1=CC=C(C=C1)CN1N=CN=C1 4,4'-bis(1,2,4-triazol-1-ylmethyl)-1,1'-biphenyl